FC(C1=C(C=CC(=C1)C(F)(F)F)CC(=O)N(CC=1OC(=NN1)C1=NC=C(C=C1)C1COCC1)C1=CC=C(C=C1)F)(F)F 2-(2,4-bis(trifluoromethyl)phenyl)-N-(4-fluorophenyl)-N-((5-(5-(tetrahydrofuran-3-yl)pyridin-2-yl)-1,3,4-oxadiazol-2-yl)methyl)acetamide